tert-Butyl-4-[4-(4-methoxypyrazolo[1,5-a]pyridin-6-yl)-5-methyl-triazol-1-yl]piperidine C(C)(C)(C)N1CCC(CC1)N1N=NC(=C1C)C=1C=C(C=2N(C1)N=CC2)OC